F[C@H]1[C@H](CC[C@@H](C1)NCC1=CC=CC=2N1N=CC2)NCC2=CC1=C(N(C=N1)C)C=C2F (1S,2R,4S)-2-fluoro-N1-((6-fluoro-1-methyl-1H-benzo[d]imidazol-5-yl)methyl)-N4-(pyrazolo[1,5-a]pyridin-7-ylmethyl)cyclohexane-1,4-diamine